C(C)(C)(C)OC(=O)NCCN1C(C2=CC(=CC=C2C=C1)C(=O)OCC)=O ethyl 2-[2-[(tert-butoxycarbonyl) amino] ethyl]-1-oxoisoquinoline-7-carboxylate